ClC1=CC=C(C(=O)C2=CC=C(OC(C(=O)O[C@@H](CCCCCCC(C(=O)OC(C)(C)C)(C)C)[C@H](CCCCCCC(C(=O)OC(C)(C)C)(C)C)OC)(C)C)C=C2)C=C1 di-tert-butyl (9S,10S)-9-((2-(4-(4-chlorobenzoyl) phenoxy)-2-methylpropanoyl) oxy)-10-methoxy-2,2,17,17-tetramethyloctadecanedioate